N-(2,6-difluorophenyl)-4-(6,6-dimethyl-3-oxo-6,7-dihydro-5H-[1,2,4]triazolo[3,4-b][1,3]oxazin-2(3H)-yl)-5-fluoro-2-{[(2S)-1,1,1-trifluoropropan-2-yl]oxy}benzamide FC1=C(C(=CC=C1)F)NC(C1=C(C=C(C(=C1)F)N1N=C2OCC(CN2C1=O)(C)C)O[C@H](C(F)(F)F)C)=O